CC1=C(C(=O)P(C2=CC=CC=C2)(C2=CC=C(C=C2)C)=O)C(=CC(=C1)C)C 2,4,6-trimethylbenzoyl-4-tolylphenylphosphine oxide